N[C@]1(CN(C[C@@H]1CCCB(O)O)CCN1CCCCC1)C(=O)O (3R,4S)-3-amino-4-(3-boronopropyl)-1-(2-(piperidin-1-yl)ethyl)pyrrolidine-3-carboxylic acid